7-chloro-6-(1H-pyrazol-4-yl)-2-(quinuclidin-2-yl)thieno[3,2-d]pyrimidin-4(3H)-one ClC1=C(SC2=C1N=C(NC2=O)C2N1CCC(C2)CC1)C=1C=NNC1